but-3-yn-1-yl {6-[({[(Z)-(1-methyl-1H-tetrazol-5-yl) (phenyl) methylene]amino}oxy) methyl]pyridin-2-yl}carbamate CN1N=NN=C1\C(\C1=CC=CC=C1)=N/OCC1=CC=CC(=N1)NC(OCCC#C)=O